2-amino-5-[2-(2-carbamoyl-2-methylideneethyl)-3-oxo-1H,2H,3H-benzo[e]isoindol-8-yl]-3-methoxy-N-[(1s,4s)-4-(dimethylamino)cyclohexyl]benzamide NC1=C(C(=O)NC2CCC(CC2)N(C)C)C=C(C=C1OC)C=1C=CC2=C(C=3CN(C(C3C=C2)=O)CC(=C)C(N)=O)C1